(1H-imidazolylmethyl)-phenethyl alcohol N1(C=NC=C1)CC(CC1=CC=CC=C1)O